tert-butyl 3-[4-[2-[(3R)-12-(2-hydroxyphenyl)-3-methyl-4,8,10,11-tetrazatricyclo[7.4.0.02,7]trideca-1(9),2(7),10,12-tetraen-4-yl]pyrimidin-5-yl]-1-piperidyl]azetidine-1-carboxylate OC1=C(C=CC=C1)C=1N=NC=2NC=3CCN([C@@H](C3C2C1)C)C1=NC=C(C=N1)C1CCN(CC1)C1CN(C1)C(=O)OC(C)(C)C